2-amino-5-(4-amino-2-methylphenyl)-N-cyclopropylnicotinamide NC1=C(C(=O)NC2CC2)C=C(C=N1)C1=C(C=C(C=C1)N)C